C(C)(C)(C)OC(=O)NC(C(=O)O)CC1CCOCC1 2-((tert-butoxycarbonyl)amino)-3-(tetrahydro-2H-pyran-4-yl)propionic acid